CC(CN1N=CC(=C1C)OC1=C(C=CC(=C1)F)C1=NC=C(C=N1)CCN)(C)C 2-[2-[2-[1-(2,2-dimethylpropyl)-5-methylpyrazol-4-yl]oxy-4-fluorophenyl]pyrimidin-5-yl]ethanamine